ClC1=NC=CC=C1N1C(NC(C2=CC(=C(C=C12)C1CC1)C#N)=O)=O 1-(2-chloropyridin-3-yl)-7-cyclopropyl-2,4-dioxo-1,2,3,4-tetrahydroquinazoline-6-carbonitrile